ethyl 2-benzyloxy-5-(1,3-dioxolan-2-yl)-2-(trifluoromethyl)pentanoate C(C1=CC=CC=C1)OC(C(=O)OCC)(CCCC1OCCO1)C(F)(F)F